4-((1S)-1-(2-((3-methoxybenzyl)oxy)-3-methylbutanamido)ethyl)benzoic acid COC=1C=C(COC(C(=O)N[C@@H](C)C2=CC=C(C(=O)O)C=C2)C(C)C)C=CC1